COC(CCN1CCC(CC1)CN1[C@H](CN(CC1)C1=CC(=NC=N1)C1=NNC2=CC=C(C=C12)OC1(CC1)C)C)OC 3-[6-[(3S)-4-[[1-(3,3-dimethoxypropyl)-4-piperidyl]methyl]-3-methyl-piperazin-1-yl]pyrimidin-4-yl]-5-(1-methylcyclopropoxy)-1H-indazole